CN1C2=CC=CC=C2N(C=2C=CC=CC12)C1=CC=C(C=C1)C1=CC=C(C=C1)C=1SC2=C(N1)C=CC=C2 2-(4'-(10-methylphenazin-5(10H)-yl)-[1,1'-biphenyl]-4-yl)benzo[d]thiazole